N-hydroxy-2-(4-methylpiperazin-1-yl)-N-(4-((4-morpholinophenyl)amino)benzyl)acetamide ON(C(CN1CCN(CC1)C)=O)CC1=CC=C(C=C1)NC1=CC=C(C=C1)N1CCOCC1